6-hydrazino-N2,N4-bis(4-fluorobenzylamino)-1,3,5-triazine-2,4-diamine N(N)C1=NC(=NC(=N1)NNCC1=CC=C(C=C1)F)NNCC1=CC=C(C=C1)F